(E)-3-(3,4-dichlorophenyl)-N'-((E)-3-(4-(diethylamino)phenyl)acryloyl)acrylohydrazide ClC=1C=C(C=CC1Cl)/C=C/C(=O)NNC(\C=C\C1=CC=C(C=C1)N(CC)CC)=O